ClC1=CC=C(OC2=CC=C3CCN(CC3=C2)C(CCS(=O)(=O)C)=O)C=C1 1-(7-(4-chlorophenoxy)-3,4-dihydroisoquinolin-2(1H)-yl)-3-(methylsulfonyl)propan-1-one